N,N-dibutyl-2,2-bis(isopropoxycarbothioylsulfanyl)acetamide C(CCC)N(C(C(SC(=S)OC(C)C)SC(=S)OC(C)C)=O)CCCC